[Na].CN(C1(CC1)C1=CC(=NN1C)S(=O)(=O)NC(NC1=C2CCCC2=CC=2CCCC12)=O)C 5-(1-(Dimethylamino)cyclopropyl)-N-((1,2,3,5,6,7-hexahydro-s-indacen-4-yl)carbamoyl)-1-methyl-1H-pyrazole-3-sulfonamide, Sodium Salt